N-(2-Hydroxyethyl)ethylenediaminetriacetic acid C(CN(CC(=O)O)CC(=O)O)N(CCO)CC(=O)O